1,2-dichloro-1,2-dimethoxy-ethane ClC(C(OC)Cl)OC